1-(1,3-dihydroisobenzofuran-5-yl)ethane-1-ol tert-Butyl-4-(2-(2,6-dioxopiperidin-3-yl)-1,3-dioxoisoindolin-5-yl)-5,6-dihydropyridine-1(2H)-carboxylate C(C)(C)(C)C1N(CCC(=C1)C=1C=C2C(N(C(C2=CC1)=O)C1C(NC(CC1)=O)=O)=O)C(=O)OC(C)C=1C=C2COCC2=CC1